[Br-].C(CCCCCCC)N1CC=C(C=C1)C N-octyl-4-methylpyridine bromide